CS(=O)(=O)OCC=1C(=NC(=C(C1)Br)Br)C (5,6-Dibromo-2-methylpyridin-3-yl)methyl methanesulfonate